tri(n-butyl)ammonium tetrakis(3,5-ditrifluoromethylphenyl)borate FC(C=1C=C(C=C(C1)C(F)(F)F)[B-](C1=CC(=CC(=C1)C(F)(F)F)C(F)(F)F)(C1=CC(=CC(=C1)C(F)(F)F)C(F)(F)F)C1=CC(=CC(=C1)C(F)(F)F)C(F)(F)F)(F)F.C(CCC)[NH+](CCCC)CCCC